(3R,4S,5R,6R)-1-(1-hydroxyethyl)-6-(hydroxymethyl)piperidine-2,3,4,5-tetrol OC(C)N1C([C@@H]([C@H]([C@@H]([C@H]1CO)O)O)O)O